{6-chloro-4-[({4-[1-methyl-4-(trifluoromethyl)imidazol-2-yl]phenyl}methyl)amino]pyridin-3-yl}methanol ClC1=CC(=C(C=N1)CO)NCC1=CC=C(C=C1)C=1N(C=C(N1)C(F)(F)F)C